N-(2-(2-(2-amino-2-oxoethoxy)ethyl)-6-(4-fluorophenyl)-2H-indazol-5-yl)-2-(pyridin-4-yl)thiazole-4-carboxamide NC(COCCN1N=C2C=C(C(=CC2=C1)NC(=O)C=1N=C(SC1)C1=CC=NC=C1)C1=CC=C(C=C1)F)=O